6-(4-amino-2-bromo-6-chlorophenoxy)-4-dideuteromethyl-5-deuteropyridazine NC1=CC(=C(OC2=C(C(=CN=N2)C([2H])[2H])[2H])C(=C1)Cl)Br